tert-butyl 4-(3-fluoro-5-oxo-5,6-dihydro-1,6-naphthyridin-7-yl)-2-azabicyclo[2.1.1]hexane-2-carboxylate FC=1C=NC=2C=C(NC(C2C1)=O)C12CN(C(C1)C2)C(=O)OC(C)(C)C